FC(C(=O)O)(F)F.ClC=1C(=NC(=NC1)NC1=CC(=C(C(=C1)OC)OC)OC)N1OCCC1C1=CC=CC=C1 5-chloro-4-(3-phenylisoxazolidin-2-yl)-N-(3,4,5-trimethoxyphenyl)pyrimidin-2-amine trifluoroacetate